O=C1NC(CCC1N1C(C2=CC=C(C=C2C1)C1CCN(CC1)C1CCN(CC1)C(=O)OC(C)(C)C)=O)=O tert-Butyl 4-(2-(2,6-dioxopiperidin-3-yl)-1-oxoisoindolin-5-yl)-[1,4'-bipiperidine]-1'-carboxylate